N1C(=CCCC1)C1=CC2=C(N=CS2)C=C1 6-(1,4,5,6-tetrahydropyridin-2-yl)benzo[d]thiazole